6-fluoro-8-(3-methoxy-2,6-dimethylphenyl)pyrido[3,4-d]pyrimidin-4-amine FC1=CC2=C(N=CN=C2N)C(=N1)C1=C(C(=CC=C1C)OC)C